COC=1C=C(C=CC1OC)N1C(N(C2=C1C=CC=C2)C(=O)OC(C)(C)C)=O tert-butyl 3-(3,4-dimethoxyphenyl)-2-oxo-2,3-dihydro-1H-benzo[d]imidazole-1-carboxylate